CC1(C(N(C(N1CC1=CC(=NC=C1)NC1CCC=2C=NNC2C1)=O)C1=CC=C(C=C1)S(=O)(=O)C(F)(F)F)=O)C 5,5-dimethyl-1-((2-((4,5,6,7-tetrahydro-1H-indazol-6-yl)amino)pyridin-4-yl)methyl)-3-(4-((trifluoromethyl)sulfonyl)phenyl)imidazolidine-2,4-dione